COC(C(CCCCCCCCCC)S(=O)(=O)O)=O.[Na] Natrium methyl-2-Sulfolaurat